ClC1=C(C=NN1C1CCS(CC1)(=N)=O)NC=1N=C(C2=C(N1)NC=C2)NCCS(=O)(=O)C (1S,4s)-4-(5-chloro-4-((4-((2-(methylsulfonyl)ethyl)amino)-7H-pyrrolo[2,3-d]pyrimidin-2-yl)amino)-1H-pyrazol-1-yl)-1-iminohexahydro-1lambda6-thiopyran 1-oxide